C(C=C)(=O)N1C(CC(CC1)N1C=NC=2C(=NC=3C(=C(C(=CC3C21)Cl)C2=CC(=CC1=CC=CC=C21)O)F)N2CC(C2)N(C)C)C#N 1-acryloyl-4-(8-chloro-4-(3-(dimethylamino)azetidin-1-yl)-6-fluoro-7-(3-hydroxy-naphthalen-1-yl)-1H-imidazo[4,5-c]quinolin-1-yl)piperidine-2-carbonitrile